N-[(2,4-Difluorophenyl)methyl]-12-hydroxy-6-[2-(methyloxy)ethyl]-11,13-dioxo-1,2,3,4,4a,5,6,6a,7,11,13,14a-dodecahydropyrido[1',2':4,5]pyrazino[1,2-a]quinazoline-10-carboxamide FC1=C(C=CC(=C1)F)CNC(=O)C=1C(C(=C2N(CC3N(C4CCCCC4CN3CCOC)C2=O)C1)O)=O